N-(5-((6-((R)-3-(3-chloro-2-fluorophenyl)isoxazolidine-2-yl)pyrimidine-4-yl)amino)-2-(4-((S)-3-(dimethylamino)pyrrolidine-1-yl)piperidine-1-yl)-4-methoxyphenyl)acrylamide ClC=1C(=C(C=CC1)[C@@H]1N(OCC1)C1=CC(=NC=N1)NC=1C(=CC(=C(C1)NC(C=C)=O)N1CCC(CC1)N1C[C@H](CC1)N(C)C)OC)F